FC=1C(=C(C=CC1F)[C@H]1[C@@H](O[C@]([C@H]1C)(C(F)(F)F)C)C(=O)NC=1C=NC(=CC1)[C@@H](CCOC)O)OC (2R,3S,4S,5R)-3-(3,4-difluoro-2-methoxyphenyl)-N-(6-((R)-1-hydroxy-3-methoxypropyl)pyridin-3-yl)-4,5-dimethyl-5-(trifluoromethyl)tetrahydrofuran-2-carboxamide